FC(C1=NN(C=C1C1=CN=C2N1C=CN=C2NC2=CC(=C(C=C2)C=O)CC)CC#C)F (4-((3-(3-(difluoromethyl)-1-(prop-2-yn-1-yl)-1H-pyrazol-4-yl)imidazo[1,2-a]pyrazin-8-yl)amino)-2-ethylphenyl)methanone